FC(C(C(F)(F)F)OB(OC(C(F)(F)F)C(F)(F)F)OC(C(F)(F)F)C(F)(F)F)(F)F boric acid tri(hexafluoroisopropyl) ester